C(C1=CC=CC=C1)OC(=O)C=1N(C=CC1C1=CCC(CC1)NC(CN)=O)S(NC(=O)OCC1=CC=CC=C1)(=O)=O 3-[4-[(2-Aminoacetyl)amino]cyclohexen-1-yl]-1-[benzyloxycarbonyl-sulfamoyl]pyrrole-2-carboxylic acid benzyl ester